((2-methoxyethyl)amino)-3-nitrobenzoic acid methyl ester COC(C1=C(C(=CC=C1)[N+](=O)[O-])NCCOC)=O